C(C)N(CC)CCCCCC N,N-diethyl-hexylamine